aluminum-silicon calcium [Ca].[Si].[Al]